NC1=NC(=CC(=N1)N1CCC2(C[C@H](NC2)C(=O)OCC)CC1)O[C@H](C(F)(F)F)C1=C(C=C(C=C1)C1=CC(=C(C=C1)CO)CO)N1N=C(C=C1)C (S)-ethyl 8-(2-amino-6-((S)-1-(3',4'-bis(hydroxymethyl)-3-(3-methyl-1H-pyrazol-1-yl)-[1,1'-biphenyl]-4-yl)-2,2,2-trifluoroethoxy)pyrimidin-4-yl)-2,8-diazaspiro[4.5]decane-3-carboxylate